N-(3-(4-chlorophenyl)-1-(methylsulfonyl)pyrrolidin-3-yl)-4-(trifluoromethoxy)benzene-sulfonamide ClC1=CC=C(C=C1)C1(CN(CC1)S(=O)(=O)C)NS(=O)(=O)C1=CC=C(C=C1)OC(F)(F)F